(2S,4r)-2-((3S,4S)-4-(4-(tert-butyl)phenyl)-3-methylpiperidine-1-carbonyl)-7-oxa-5-azaspiro[3.4]octan-6-one C(C)(C)(C)C1=CC=C(C=C1)[C@@H]1[C@@H](CN(CC1)C(=O)C1CC2(C1)NC(OC2)=O)C